O1CCN(CC1)CCCCCCOC=1C=CC(=C2C=CC=NC12)C1=CC2=C(OCO2)C=C1 8-(6-morpholinohexyloxy)-5-(benzo[d][1,3]dioxol-5-yl)quinoline